C1(CCCCC1)C1=CC=C(C=C1)N1C=C(C=2C1=NC=C(C2)NC(C=C)=O)C N-(1-(4-cyclohexylphenyl)-3-methyl-1H-pyrrolo[2,3-b]pyridin-5-yl)acrylamide